3-(6-(((3S,4S)-4-fluoropyrrolidin-3-yl)amino)pyridin-2-yl)-N-methylimidazo[1,2-b]pyridazin-6-amine F[C@@H]1[C@H](CNC1)NC1=CC=CC(=N1)C1=CN=C2N1N=C(C=C2)NC